N-trans-p-hydroxyphenylethyl-caffeamide ethyl-4-({4-[(3S)-3-aminopyrrolidin-1-yl]-5-[(4,4-difluorocyclohexyl)carbamoyl]-3-(3,5-difluorophenyl)pyridin-2-yl}oxy)butanoate C(C)OC(CCCOC1=NC=C(C(=C1C1=CC(=CC(=C1)F)F)N1C[C@H](CC1)N)C(NC1CCC(CC1)(F)F)=O)=O.OC1=CC=C(C=C1)CC/C(/C(=O)N)=C\C1=CC(O)=C(O)C=C1